tert-butyl 6-[[5-[[1-(trifluoromethyl)cyclopropyl]methylamino]pyrazin-2-yl]methylene]-2-azaspiro[3.3]heptane-2-carboxylate FC(C1(CC1)CNC=1N=CC(=NC1)C=C1CC2(CN(C2)C(=O)OC(C)(C)C)C1)(F)F